FC=1C=C(C=CC1)[C@@H]1N(CCC1)C=1C=CC=2N(N1)C(=CN2)C=2CN(CC2)C2CCN(CC2)C(=O)OCC2=CC=CC=C2 benzyl (R)-4-(3-(6-(2-(3-fluorophenyl)pyrrolidin-1-yl)imidazo[1,2-b]pyridazin-3-yl)-2,5-dihydro-1H-pyrrol-1-yl)piperidine-1-carboxylate